tert-butyl 2-(4-chlorobenzyl)-7-(1-(2-oxo-2H-chromen-8-yl)-1H-1,2,3-triazol-4-yl)-1H-indole-1-carboxylate ClC1=CC=C(CC=2N(C3=C(C=CC=C3C2)C=2N=NN(C2)C=2C=CC=C3C=CC(OC23)=O)C(=O)OC(C)(C)C)C=C1